3-((5-fluoro-4-(3-(2-oxo-1,2-dihydropyridin-3-yl)phenyl)pyrimidin-2-yl)amino)cyclohexane-1-carboxamide FC=1C(=NC(=NC1)NC1CC(CCC1)C(=O)N)C1=CC(=CC=C1)C=1C(NC=CC1)=O